[6-(2,2-difluoroethoxy)-5-fluoro-2-methoxy-3-pyridinyl]tetrahydronaphthalene-5-sulfonamide FC(COC1=C(C=C(C(=N1)OC)C1CCCC=2C(=CC=CC12)S(=O)(=O)N)F)F